(3S)-3-[4-(4,4,5,5-tetramethyl-1,3,2-dioxaborolan-2-yl)phenoxy]pyrrolidine CC1(OB(OC1(C)C)C1=CC=C(O[C@@H]2CNCC2)C=C1)C